C(C)(C)C1=CC=C(C=C1)[C@H](C1=C(C=CC=C1)C)NC(=O)[C@H]1[C@H](CCC1)C(=O)NCCC(=O)OC methyl 3-((1S,2R)-2-(((R)-(4-isopropylphenyl)(o-tolyl)methyl)carbamoyl)cyclopentane-1-carboxamido)propanoate